OC1=NOC2=C(C=C1)C=CC=C2O 3,9-dihydroxybenzo[5,6]oxazepin